3-(7-methoxy-1,3-benzodioxol-5-yl)-2-propenal COC1=CC(=CC2=C1OCO2)C=CC=O